4-(1-carbamimidoyl-1,2,3,6-tetrahydropyridin-4-yl)-N-[4-(4-carbamimidoylpiperazin-1-yl)phenyl]furan-2-carboxamide C(N)(=N)N1CCC(=CC1)C=1C=C(OC1)C(=O)NC1=CC=C(C=C1)N1CCN(CC1)C(N)=N